O=C(CCC=CC(=O)N)C=CC=CCC 6-oxo-2,7,9-dodecatrienamide